Cl.N[C@H](C(=O)N1[C@@H]([C@H]2[C@H]3C=C[C@@H]([C@H]2C1)C3)C(=O)N[C@H](C(=O)N)C[C@H]3C(NCC3)=O)C(C#C)(C)C (2S)-2-{[(1R,2S,3S,6R,7S)-4-[(2S)-2-amino-3,3-dimethylpent-4-ynoyl]-4-azatricyclo[5.2.1.0^{2,6}]dec-8-en-3-yl]formamido}-3-[(3S)-2-oxopyrrolidin-3-yl]propanamide hydrochloride